(S)-5-(4-((1-(3-fluoropropyl) pyrrolidin-3-yl) oxy) phenyl)-9-methyl-2,3-dihydrobenzo[b]oxepin-8-yl pivalate C(C(C)(C)C)(=O)OC=1C=CC2=C(OCCC=C2C2=CC=C(C=C2)O[C@@H]2CN(CC2)CCCF)C1C